(S)-(4-((4-((tert-Butyldimethylsilyl)oxy)butan-2-yl)amino)-6-((2-(5-hydroxy-1-methyl-1H-pyrazol-4-yl)pyrimidin-4-yl)amino)pyridin-3-yl)(cyclopropyl)methanone [Si](C)(C)(C(C)(C)C)OCC[C@H](C)NC1=C(C=NC(=C1)NC1=NC(=NC=C1)C=1C=NN(C1O)C)C(=O)C1CC1